Cl.COC1=CC(NN=C1)=O 5-methoxypyridazin-3(2H)-one hydrochloride